1-bromo-3,4-(methylenedioxy)benzene C1OC2=C(O1)C=C(C=C2)Br